2-ethoxy-1-fluoro-3-iodo-benzene C(C)OC1=C(C=CC=C1I)F